FC1(CC(C1)C=1C=CC(=NC1F)C(NC(=O)C1N(CC(C1)F)C(CC=1OC=C(N1)C)=O)C1=CC=CC=C1)F N-{[5-(3,3-difluorocyclobutyl)-6-fluoropyridin-2-yl](phenyl)methyl}-4-fluoro-1-[2-(4-methyl-1,3-oxazol-2-yl)acetyl]pyrrolidine-2-carboxamide